N[C@@H](CC1=CNC2=C(C=CC=C12)C1=NC=C(C(=O)O)C=C1)C(=O)O (S)-6-(3-(2-amino-2-carboxyethyl)-1H-indol-7-yl)nicotinic acid